ClC1=C(C=CC(=N1)C=C1CC2(CN(C2)C(=O)OC(C)(C)C)C1)C(F)(F)F tert-Butyl 6-((6-chloro-5-(trifluoromethyl)pyridin-2-yl)methylene)-2-azaspiro[3.3]heptane-2-carboxylate